FARNESYLACETON C(C=C(C)CCC=C(C)CCC=C(C)C)CC(C)=O